FC1=C(C(=O)N(C)OC)C=CC=C1 2-fluoro-N-methoxy-N-methylbenzamide